C(C)(=O)C1=C(C=C2C=C(C3(C2=C1)CCC(CC3)(C(=O)OC)N(C(C(F)(F)F)=O)C3=CC(=CC=C3)Cl)Br)F methyl (1s,4s)-6'-acetyl-2'-bromo-4-[(3-chlorophenyl)(trifluoroacetyl)amino]-5'-fluorospiro[cyclohexane-1,1'-indene]-4-carboxylate